BrC=1C(=CC(=C(C(=O)O)C1)I)OC 5-bromo-2-iodo-4-methoxybenzoic acid